2-amino-4,6-dibromobenzothiazole NC=1SC2=C(N1)C(=CC(=C2)Br)Br